Methanesulfonic acid 2-amino-1-(5-methylpyridin-2-yl)-2-oxoethyl ester NC(C(C1=NC=C(C=C1)C)OS(=O)(=O)C)=O